(1S,2S,6R,7R)-4-oxatricyclo[5.2.1.02,6]decane-3,5-dione [C@H]12[C@@H]3C(OC([C@@H]3[C@H](CC1)C2)=O)=O